5-methyl-3-p-bromophenylcyclohex-2-enone CC1CC(=CC(C1)=O)C1=CC=C(C=C1)Br